(2S)-N-acetyl-2-cyanopyrrolidine methyl-(S)-3-cyclohexyl-2-(2-(3-(3-((dicyclopropylmethyl)carbamoyl)-1H-pyrazol-5-yl)phenyl)oxazole-5-carboxamido)propanoate COC([C@H](CC1CCCCC1)NC(=O)C1=CN=C(O1)C1=CC(=CC=C1)C1=CC(=NN1)C(NC(C1CC1)C1CC1)=O)=O.C(C)(=O)N1[C@@H](CCC1)C#N